1,2-Bis(diisopropylamino)disilane C(C)(C)N([SiH2][SiH2]N(C(C)C)C(C)C)C(C)C